BrC=1C=C2CN(C(C2=C(C1)OC(F)F)=O)[C@@H](C)C1CC1 (S)-5-bromo-2-(1-cyclopropylethyl)-7-difluoromethoxyisoindolin-1-one